C(C)(=O)N1CCN(CC1)C=1C=C2C(=NC1)N(C=N2)[C@@H]2C[C@@H](CCC2)NC2=NC=C(C(=N2)C=2C=NN(C2)CC(F)F)C#N 2-(((1R,3S)-3-(6-(4-acetylpiperazin-1-yl)-3H-imidazo[4,5-b]pyridin-3-yl)cyclohexyl)amino)-4-(1-(2,2-difluoroethyl)-1H-pyrazol-4-yl)pyrimidine-5-carbonitrile